tert-butyl 4-amino-3-methylpiperidine-1-carboxylate NC1C(CN(CC1)C(=O)OC(C)(C)C)C